C(CCCCC(C)C)C(C(=O)O)(C)OC1=CC(=C(C=C1)C1=NC(=NC(=N1)C1=CC=C(C=C1)C1=CC=CC=C1)C1=CC=C(C=C1)C1=CC=CC=C1)O.C(CC)OC(COCCO)O propoxydiethylene glycol Isooctyl-2-[4-[4,6-bis[(1,1'-biphenyl)-4-yl]-1,3,5-triazin-2-yl]-3-hydroxyphenoxy]propanoate